hexa-1,5-diene C=CCCC=C